N-(3-Triethoxysilylpropyl)-4,5-dihydroimidazol C(C)O[Si](CCCN1C=NCC1)(OCC)OCC